N-(6-(1-methyl-1H-imidazol-5-yl)isoquinolin-3-yl)-2-(pyrrolidin-1-yl)propanamide CN1C=NC=C1C=1C=C2C=C(N=CC2=CC1)NC(C(C)N1CCCC1)=O